N-hydroxy-4-{[5-(3-methyl-4-oxo-3,4-dihydro-quinazolin-6-yl)-3-(4-fluorophenyl)-1H-pyrazol-1-yl]methyl}benzamide ONC(C1=CC=C(C=C1)CN1N=C(C=C1C=1C=C2C(N(C=NC2=CC1)C)=O)C1=CC=C(C=C1)F)=O